1-bromomethyl-2,4-dichlorobenzene BrCC1=C(C=C(C=C1)Cl)Cl